4-amino-7-fluoro-N,1-dimethyl-N-((4S)-7-(trifluoromethyl)-3,4-dihydro-1H-pyrano[4,3-c]pyridin-4-yl)-1H-pyrazolo[4,3-c]quinoline-8-carboxamide NC1=NC=2C=C(C(=CC2C2=C1C=NN2C)C(=O)N([C@@H]2COCC1=C2C=NC(=C1)C(F)(F)F)C)F